C(C)N1C(CN(CC1)CC1=CC=C2C(=N1)SC(=C2)C(=O)OCC)(C)C Ethyl 6-((4-ethyl-3,3-dimethylpiperazin-1-yl)methyl)thieno[2,3-b]pyridine-2-carboxylate